(4R)-4-[(1R,3aS,3bS,7S,9aR,9bS,11aR)-7-hydroxy-9a,11a-dimethyl-1H,2H,3H,3aH,3bH,4H,6H,7H,8H,9H,9aH,9bH,10H,11H,11aH-cyclopenta[a]phenanthren-1-yl]pentanoic acid O[C@H]1CC[C@@]2([C@H]3CC[C@]4([C@H]([C@@H]3CC=C2C1)CC[C@@H]4[C@@H](CCC(=O)O)C)C)C